BrC1=CC(=C(C=C1)NC(=O)NC(C)C1=NC=CN=C1N1N=CC=N1)OC(F)F 1-[4-bromo-2-(difluoromethoxy)phenyl]-3-[1-[3-(triazol-2-yl)pyrazin-2-yl]ethyl]urea